C1=CC=C(C=2SC3=C(C21)C=CC=C3)C=3C=C(C=CC3)C3=NC2=C1C(=C4C(=C2N=C3)C=CC=C4)C=CC=C1 2-[3'-(dibenzothiophen-4-yl)phenyl]dibenzo[f,H]quinoxaline